(2,4,6-trifluorophenyl)methanol FC1=C(C(=CC(=C1)F)F)CO